tert-butyl 2-((6-chloro-3-(thiophen-2-yl)pyridazin-4-ylamino)methyl)morpholine-4-carboxylate ClC1=CC(=C(N=N1)C=1SC=CC1)NCC1CN(CCO1)C(=O)OC(C)(C)C